(R)-2-(1-((tert-butyldimethylsilyl)oxy)-2-methylpropan-2-yl)-1-oxa-11-thia-4,8-diazacyclopentadecane-3,7,12,15-tetraone [Si](C)(C)(C(C)(C)C)OCC(C)(C)[C@H]1OC(CCC(SCCNC(CCNC1=O)=O)=O)=O